tert-butyl (chloromethyl) carbonate C(OC(C)(C)C)(OCCl)=O